C(C1=CC=CC=C1)OC(=O)NC1CN(CC(C1)CF)C(=O)OC(C)(C)C tert-Butyl 3-(((benzyloxy)carbonyl)amino)-5-(fluoromethyl)piperidine-1-carboxylate